tert-butyl 9-(2-(5-((3-methyloxetan-3-yl)methoxy)-1H-benzo[d]imidazol-1-yl)quinolin-8-yl)-4-oxa-1,9-diazaspiro[5.5]undecane-1-carboxylate CC1(COC1)COC1=CC2=C(N(C=N2)C2=NC3=C(C=CC=C3C=C2)N2CCC3(COCCN3C(=O)OC(C)(C)C)CC2)C=C1